N-(3-methylquinoxalin-6-yl)butanamide CC=1C=NC2=CC=C(C=C2N1)NC(CCC)=O